3,5-bistrifluoromethyl-benzamide 2-methylpentan-3-yl-3-((2-(2-(2-mercaptoethoxy)ethoxy)ethyl)thio)butanoate CC(C)C(CC)OC(CC(C)SCCOCCOCCS)=O.FC(C=1C=C(C(=O)N)C=C(C1)C(F)(F)F)(F)F